silver-tin-gold [Au].[Sn].[Ag]